[Br-].C(C)OC(C[C@H](C[N+](C)(C)C)O)=O (R)-4-ethoxy-2-hydroxy-N,N,N-trimethyl-4-oxobutan-1-aminium bromide